6-oxo-pyridine O=C1C=CC=CN1